ClC1=C(C=C(C(=O)N2CC=3N=C(N(C(C3C[C@H]2C)=O)C2=C(N=C(N2C)C(=O)NC)C)NC(C)C)C=C1)C(F)(F)F (R)-5-(7-(4-Chloro-3-(trifluoromethyl)benzoyl)-2-(isopropylamino)-6-methyl-4-oxo-5,6,7,8-tetrahydropyrido[3,4-d]pyrimidin-3(4H)-yl)-N,1,4-trimethyl-1H-imidazole-2-carboxamide